2-(4-(4-(7H-pyrrolo[2,3-d]pyrimidin-4-yl)-1H-pyrazol-1-yl)-1-(benzylsulfonyl)piperidin-4-yl)acetonitrile N1=CN=C(C2=C1NC=C2)C=2C=NN(C2)C2(CCN(CC2)S(=O)(=O)CC2=CC=CC=C2)CC#N